imidazole-4-formamide N1C=NC(=C1)C(=O)N